8-chloro-4-(((S)-3-hydroxy-1-phenylpropyl)amino)-6-(((S)-(1-isopropyl-1H-1,2,3-triazol-4-yl)(pyridin-3-yl)methyl)amino)quinoline-3-carbonitrile ClC=1C=C(C=C2C(=C(C=NC12)C#N)N[C@@H](CCO)C1=CC=CC=C1)N[C@@H](C=1C=NC=CC1)C=1N=NN(C1)C(C)C